N-(1-(4-ethylcyclohexyl)-2-((2-(methylcarbamoyl)-2-(7-oxo-6,8-diazaspiro[3.5]nonan-6-yl)-2,3-dihydro-1H-inden-5-yl)amino)-2-oxoethyl)-1-methyl-1H-pyrazole-5-carboxamide C(C)C1CCC(CC1)C(C(=O)NC=1C=C2CC(CC2=CC1)(N1CC2(CCC2)CNC1=O)C(NC)=O)NC(=O)C1=CC=NN1C